2-cyclopropoxy-N4-(4-(difluoromethoxy)phenyl)pyrimidine-4,5-diamine C1(CC1)OC1=NC=C(C(=N1)NC1=CC=C(C=C1)OC(F)F)N